N-((p-tolyl)(naphthalen-2-yl)methyl)benzamide C1(=CC=C(C=C1)C(NC(C1=CC=CC=C1)=O)C1=CC2=CC=CC=C2C=C1)C